(R)-demethyl-nicotine N1=CC=CC(=C1)[C@@H]1NCCC1